3-[3-fluoro-2-methoxy-4-(4-piperidyl)anilino]piperidine-2,6-dione FC=1C(=C(NC2C(NC(CC2)=O)=O)C=CC1C1CCNCC1)OC